5-(cycloheptylcarbonyl)amino-3-(1-butylpiperidin-4-yl)-pyrrolo[3,2-b]pyridine phenylpropionate C1(=CC=CC=C1)OC(CC)=O.C1(CCCCCC1)C(=O)NC1=CC=C2C(=N1)C(=CN2)C2CCN(CC2)CCCC